FC1(CCN(CC1)C=1C=C(N)C=CC1)F 3-(4,4-difluoro-1-piperidyl)aniline